(3-bromobenzyl)-7-(methylsulfonylamino)-5-azaspiro[2.4]heptane-5-carboxylic acid tert-butyl ester C(C)(C)(C)OC(=O)N1CC2(CC2CC2=CC(=CC=C2)Br)C(C1)NS(=O)(=O)C